The molecule is an organic cation that is the conjugate acid of neomethymycin, obtained by protonation of the tertiary amino group; major species at pH 7.3. It is an ammonium ion derivative and an organic cation. It is a conjugate acid of a neomethymycin. C[C@H]1C[C@H](C(=O)/C=C/[C@H]([C@H](OC(=O)[C@@H]([C@H]1O[C@H]2[C@@H]([C@H](C[C@H](O2)C)[NH+](C)C)O)C)[C@@H](C)O)C)C